FC=1C(=NC(=NC1)C1=CCC(CC1)CC=1N(C2=C(N1)SC(=C2)C(=O)OC)C[C@H]2OCC2)OCOC methyl 2-((4-(5-fluoro-4-(methoxymethoxy) pyrimidin-2-yl) cyclohex-3-en-1-yl) methyl)-1-(((S)-oxetan-2-yl) methyl)-1H-thieno[2,3-d]imidazole-5-carboxylate